(S)-N-((6-fluoro-5-isopropyl-2,3-dihydro-1H-inden-4-yl)carbamoyl)-N'-trityl-6,7-dihydro-5H-pyrazolo[5,1-b][1,3]oxazine-3-sulfonimidamide FC1=C(C(=C2CCCC2=C1)NC(=O)N[S@@](=O)(=NC(C1=CC=CC=C1)(C1=CC=CC=C1)C1=CC=CC=C1)C=1C=NN2C1OCCC2)C(C)C